(2R,3S,5R)-4-[[3-(3-ethyl-4-fluoro-2-methoxy-phenyl)-5-methyl-5-(trifluoromethyl)tetrahydrofuran-2-carbonyl]amino]pyridine-2-carboxamide C(C)C=1C(=C(C=CC1F)[C@H]1[C@@H](O[C@](C1)(C(F)(F)F)C)C(=O)NC1=CC(=NC=C1)C(=O)N)OC